C(C=C)(=O)NC1=NN(C(=C1C(=O)O)C)C(C)C1=CC=CC=C1 3-acrylamido-5-methyl-1-(1-phenylethyl)-1H-pyrazole-4-carboxylic acid